Tert-butyl (2R)-2-[2-[benzyloxycarbonyl(methyl)amino]ethyl]morpholine-4-carboxylate C(C1=CC=CC=C1)OC(=O)N(CC[C@@H]1CN(CCO1)C(=O)OC(C)(C)C)C